3-(1-methylpyrrol-2-yl)pyridine Butyl-(5-(2-(aminosulfinyl)-5-methylphenoxy)pentyl)(4,4-difluorocyclohexyl)carbamate C(CCC)OC(N(C1CCC(CC1)(F)F)CCCCCOC1=C(C=CC(=C1)C)S(=O)N)=O.CN1C(=CC=C1)C=1C=NC=CC1